3-(hydroxyimino)propanoate ON=CCC(=O)[O-]